2-FLUORO-3-(TRIFLUOROMETHYL)PYRIDINE-4-BORONIC ACID FC1=NC=CC(=C1C(F)(F)F)B(O)O